Cl.NC1CC(C1)OC(C)=O acetic acid (1S,3S)-3-aminocyclobutyl ester hydrochloride